5-Chloro-1H-indole-2-carboxylic acid [(1S)-benzyl-2-(3-hydroxyimino-azetidin-1-yl)-2-oxo-ethyl]-amide C(C1=CC=CC=C1)[C@@H](C(=O)N1CC(C1)=NO)NC(=O)C=1NC2=CC=C(C=C2C1)Cl